CC(C)CCCCCCCCCCCCCC(=O)SCCNC(=O)CCNC(=O)[C@@H](C(C)(C)COP(=O)(O)OP(=O)(O)OC[C@@H]1[C@H]([C@H]([C@@H](O1)N2C=NC3=C(N=CN=C32)N)O)OP(=O)(O)O)O The molecule is a methyl-branched fatty acyl-CoA obtained from the formal condensation of the thiol group of coenzyme A with the carboxy group of isoheptadecanoic acid. It is a long-chain fatty acyl-CoA, a methyl-branched fatty acyl-CoA and an 11,12-saturated fatty acyl-CoA. It derives from an isoheptadecanoic acid. It is a conjugate acid of an isoheptadecanoyl-CoA(4-).